FC1=C(C(=O)NC2=CC(=CC=C2)C(F)(F)F)C=C(C(=C1)C)B1OC(C(O1)(C)C)(C)C 2-fluoro-4-methyl-5-(4,4,5,5-tetramethyl-1,3,2-dioxaborolan-2-yl)-N-(3-(trifluoromethyl)phenyl)benzamide